1-Phenylpropyl-2-(pyridin-2-yl)-benzo[d]imidazole C1(=CC=CC=C1)C(CC)C1=CC=CC=2N=C(NC21)C2=NC=CC=C2